C(C(=C)C)(=O)OCCC[Si](OCCC)(OCCC)OCCC γ-methacryloxy-propyltripropoxysilane